2-(4-(trifluoromethyl)phenyl)acetaldehyde FC(C1=CC=C(C=C1)CC=O)(F)F